(R)-3-(1-(tert-butoxycarbonyl)-2-methylpyrrolidin-2-yl)propiolic acid C(C)(C)(C)OC(=O)N1[C@@](CCC1)(C)C#CC(=O)O